ClC1=C(C=C(C=C1)Cl)C1=C(NC=2C1=NC=CC2)C2=C(C=NC=C2)OCCN(S(=O)(=O)C=C)C N-[2-({4-[3-(2,5-dichlorophenyl)-1H-pyrrolo[3,2-b]pyridin-2-yl]pyridin-3-yl}oxy)ethyl]-N-methylethenesulfonamide